2,2'-Dichloro-5,5'-dimethoxybenzidine ClC1=C(C=C(C(=C1)N)OC)C1=C(C=C(N)C(=C1)OC)Cl